1,1'-(ethane-1,2-diyl)bis(3-butyl-1H-imidazol-3-ium) dibromide [Br-].[Br-].C(CN1C=[N+](C=C1)CCCC)N1C=[N+](C=C1)CCCC